O=C1N(C(CC1)=O)C([C@H](C)N(C(OC(C)(C)C)=O)C)=O tert-butyl (S)-(1-(2,5-dioxopyrrolidin-1-yl)-1-oxopropan-2-yl)(methyl)carbamate